2-amino-N-(1-(3,4-dihydroxy-5-(hydroxymethyl)tetrahydrofuran-2-yl)-2-oxo-1,2-dihydropyrimidin-4-yl)propionamide NC(C(=O)NC1=NC(N(C=C1)C1OC(C(C1O)O)CO)=O)C